3-[(2-chloro-6-fluorobenzyl)sulfanyl]-5-propyl-[1,2,4]triazolo[4,3-a]pyrimidin-7(8H)-one ClC1=C(CSC2=NN=C3N2C(=CC(N3)=O)CCC)C(=CC=C1)F